NC=1N=NC(=CC1N1CCN(CC1)CC1=C(C=C(C=C1)N1C(NC(CC1)=O)=O)F)C1=C(C=CC=C1)O 1-(4-((4-(3-amino-6-(2-hydroxyphenyl)pyridazin-4-yl)piperazin-1-yl)methyl)-3-fluorophenyl)dihydropyrimidine-2,4(1H,3H)-dione